(1R,5S)-3-[3-[[(1R)-1-[3-(5-benzyloxycarbonyl-1-methyl-pyrrol-3-yl)-5-methoxy-phenyl]ethyl]carbamoyl]-4-methyl-phenyl]-3,8-diazabicyclo[3.2.1]octane-8-carboxylic acid tert-butyl ester C(C)(C)(C)OC(=O)N1[C@H]2CN(C[C@@H]1CC2)C2=CC(=C(C=C2)C)C(N[C@H](C)C2=CC(=CC(=C2)OC)C2=CN(C(=C2)C(=O)OCC2=CC=CC=C2)C)=O